methyl-2-(aminomethyl)-5-methyl-3-vinylbenzofuran-7-carboxylate COC(=O)C1=CC(=CC=2C(=C(OC21)CN)C=C)C